(S)-N1-(1-(2-(2-Adamantylamino)-2-oxoethyl)-2-oxo-1,2-dihydropyridin-3-yl)-N6-methyl-5-oxo-2-(1H-1,2,4-triazol-3-carboxamido)hexandiamid C12C(C3CC(CC(C1)C3)C2)NC(CN2C(C(=CC=C2)NC([C@H](CCC(C(=O)NC)=O)NC(=O)C2=NNC=N2)=O)=O)=O